OC=1C(N(CC1C1=CC=C(C=C1)C(F)(F)F)C1=CC=CC=C1)=O 3-Hydroxy-1-phenyl-4-(4-(trifluoromethyl)phenyl)-1,5-dihydro-2H-pyrrol-2-one